FC1=C(C=C(C=C1)C1(CC1)N(C(=O)OC)C[C@@H]1N(CCC1)C(=O)OC(C)(C)C)C(F)(F)F tert-butyl (R)-2-(((1-(4-fluoro-3-(trifluoromethyl)phenyl)cyclopropyl)(methoxycarbonyl)amino)methyl)pyrrolidine-1-carboxylate